disodium vitamin C OC=1[C@H](OC(C1O)=O)[C@H](CO)O.[Na].[Na]